3,5,6-trifluoromethylpyridinecarbonitrile FCC=1C(=NC(=C(C1)CF)CF)C#N